OC1=C(C(=CC(=C1)OS(=O)(=O)C(F)(F)F)O)C1=C(C=C(C(=C1)C)OC([C@@H]1CCCC=C1)=O)C(=C)C (1R,2R,4S)-2',6'-dihydroxy-5-methyl-2-(prop-1-en-2-yl)-4'-(((trifluoromethyl) sulfonyl) oxy)-1,2,3,4-tetrahydro-[1,1'-biphenyl]-4-ylbenzoate